FC=1C=C(C=CC1)OC[C@H](N)C(=O)O O-(3-fluorophenyl)-L-serine